BrC1=CC(=CC=2C=COC21)COC2=C(C=CC(=C2)OC)CC(=O)OCC ethyl 2-(2-((7-bromobenzofuran-5-yl)methoxy)-4-methoxyphenyl)acetate